(Z)-N-(3-bromo-5-methoxybenzylidene)-2,2-dimethoxyethanamine BrC=1C=C(\C=N/CC(OC)OC)C=C(C1)OC